6-[3-[4-[(2,2-difluorocyclopropyl)carbamoyl]-5-fluoro-2-methoxy-anilino]prop-1-ynyl]-N-[(3S,4S)-1,3-dimethyl-4-piperidyl]-1-(2,2,2-trifluoroethyl)benzimidazole-4-carboxamide FC1(C(C1)NC(=O)C1=CC(=C(NCC#CC=2C=C(C3=C(N(C=N3)CC(F)(F)F)C2)C(=O)N[C@@H]2[C@H](CN(CC2)C)C)C=C1F)OC)F